6-((S)-2-hydroxypropoxy)-4-(6-(6-(6-methoxynicotinoyl)-3,6-diazabicyclo[3.1.1]hept-3-yl)pyridin-3-yl)pyrazolo[1,5-a]pyridine-3-carbonitrile O[C@H](COC=1C=C(C=2N(C1)N=CC2C#N)C=2C=NC(=CC2)N2CC1N(C(C2)C1)C(C1=CN=C(C=C1)OC)=O)C